3-(3-((3-(2-((2-Chloro-3-(trifluoromethyl)phenethyl)amino)butan-2-yl)phenyl)amino)-2,5-dioxo-2,5-dihydro-1H-pyrrol-1-yl)piperidine-2,6-dione ClC1=C(CCNC(C)(CC)C=2C=C(C=CC2)NC=2C(N(C(C2)=O)C2C(NC(CC2)=O)=O)=O)C=CC=C1C(F)(F)F